NC(C)CCCCCCC 2-aminononane